OC1(CC(C1)C(=O)N1CC2(C1)CC(C2)CC2=CC(=CC=C2)OC(F)(F)F)C ((1s,3s)-3-Hydroxy-3-methylcyclobutyl)(6-(3-(trifluoromethoxy)benzyl)-2-azaspiro[3.3]heptan-2-yl)methanone